OC1=C(C(=O)O)C=CC=C1OC 2-hydroxy-3-methoxybenzoic acid